(R)-1-(2-chloropyridin-3-yl)ethyl (4-(5-((3S,5s)-1,1-difluorospiro[2.3]hexane-5-carboxamido)pyridin-2-yl)-1-methyl-1H-1,2,3-triazol-5-yl)carbamate FC1(CC12CC(C2)C(=O)NC=2C=CC(=NC2)C=2N=NN(C2NC(O[C@H](C)C=2C(=NC=CC2)Cl)=O)C)F